C1(CCC2=CC=CC=C12)NC(\C=C\C1=CC2=C(N(C(N2)=O)C)C=C1)=O (E)-N-(2,3-dihydro-1H-inden-1-yl)-3-(1-methyl-2-oxo-2,3-dihydro-1H-benzo[d]imidazol-5-yl)acrylamide